Chromene-3-carboxaldehyde O1CC(=CC2=CC=CC=C12)C=O